NC1=NC(=C(C(=N1)N)N=O)O 2,4-Diamino-6-hydroxy-5-nitrosopyrimidine